(5Z)-5-(1,3-Benzothiazol-6-ylmethylene)-2-[[(1S,2S)-2-hydroxyindan-1-yl]amino]-3-methyl-imidazol-4-one S1C=NC2=C1C=C(C=C2)\C=C/2\C(N(C(=N2)N[C@@H]2[C@H](CC1=CC=CC=C21)O)C)=O